C(C)N(C(O[C@H]1C[C@H](CC1)C1=CC(=NN1)NC(CC1=CC(=NC=C1)OC)=O)=O)C (1R,3S)-3-(3-{[(2-meth-oxypyridin-4-yl)acetyl]-amino}-1H-pyrazol-5-yl)cyclopentyl ethyl(meth-yl)carbamate